(S)-diphenyl-prolinol oxygen (ii) [O+2].C1(=CC=CC=C1)[C@]1(N(CCC1)C1=CC=CC=C1)CO